C1(=CC=CC=C1)[B-](C1=C(C(=C(C(=C1F)F)F)F)F)(C1=C(C(=C(C(=C1F)F)F)F)F)C1=C(C(=C(C(=C1F)F)F)F)F.[CH+]1C=CC=CC=C1 tropylium phenyl-tris(pentafluorophenyl)borate